(4-(3-(3,3-Difluorocyclobutyl)-1,2,4-oxadiazol-5-yl)-4-isopropylpiperidin-1-yl)((7S,9R)-9-hydroxy-6-azaspiro[3.5]nonan-7-yl)methanone FC1(CC(C1)C1=NOC(=N1)C1(CCN(CC1)C(=O)[C@H]1NCC2(CCC2)[C@@H](C1)O)C(C)C)F